C(C1=CC=CC=C1)OC1=C(C=C(C=C1)C1=NOC(=N1)C1=CC2=C(N(N=N2)C(C)C)C=C1)C(F)(F)F 5-{3-[4-(benzyloxy)-3-(trifluoromethyl)phenyl]-1,2,4-oxadiazol-5-yl}-1-(propan-2-yl)-1H-1,2,3-benzotriazole